ClC1=NC=CC(=C1)C1CN(CCC1=O)C(=O)OC(C)(C)C tert-butyl 3-(2-chloropyridin-4-yl)-4-oxopiperidine-1-carboxylate